Cl.S1C=C(C=C1)C(=O)N Thiophene-3-carboxamide hydrochloride